2-amino-2-(2-fluoro-3-(trifluoromethoxy)phenyl)-6-hydroxy-6-methylcyclohexane-1-one hydrochloride Cl.NC1(C(C(CCC1)(C)O)=O)C1=C(C(=CC=C1)OC(F)(F)F)F